1-(5-bromo-2-hydroxymethylphenyl)-3-(2,6-difluoropyridin-4-yl)urea BrC=1C=CC(=C(C1)NC(=O)NC1=CC(=NC(=C1)F)F)CO